N-(7-((1-(4-(2,6-dioxopiperidin-3-yl)-3-methoxyphenyl)piperidin-4-yl)methyl)-7-azaspiro[3.5]Non-2-yl)-3-methoxybenzamide O=C1NC(CCC1C1=C(C=C(C=C1)N1CCC(CC1)CN1CCC2(CC(C2)NC(C2=CC(=CC=C2)OC)=O)CC1)OC)=O